OCCN(CCN)CC(=O)O hydroxyethyl-N'-carboxymethylethylenediamine